CN(C(C)=O)C1=CC(=NC=C1)NC1=NC=NC(=C1)NC=1SC2=C(N1)C1(NC2=O)CCCCC1 N-methyl-N-(2-((6-((6'-oxo-5',6'-dihydrospiro[cyclohexane-1,4'-pyrrolo[3,4-d]thiazol]-2'-yl)amino)pyrimidin-4-yl)amino)pyridin-4-yl)acetamide